methyl 2-(6-amino-3-pyridyl)-3,3-dimethyl-1,4-dihydroisoquinoline-6-carboxylate NC1=CC=C(C=N1)N1CC2=CC=C(C=C2CC1(C)C)C(=O)OC